2-((methylthio)methyl)-5-phenyl-4-benzenesulfonyl-2,3-dihydrofuran CSCC1OC(=C(C1)S(=O)(=O)C1=CC=CC=C1)C1=CC=CC=C1